ClC=1C=C(C=CC1C(=O)N1CCN(CC1)C(=O)C1CCN(CC1)C)NC(=O)C=1N(C(=CN1)C1=C(C(=C(C=C1)C=1C=NN(C1C)CCOC)F)F)C N-[3-chloro-4-[4-(1-methylpiperidine-4-carbonyl)piperazine-1-carbonyl]phenyl]-5-[2,3-difluoro-4-[1-(2-methoxyethyl)-5-methyl-pyrazol-4-yl]phenyl]-1-methyl-imidazole-2-carboxamide